[C@@H]12[C@@H](C[C@@H](CC1)C2)CC(CCC=C)=O |r| 1-[(1RS,2SR,4SR)-bicyclo[2.2.1]hept-2-yl]-5-hexen-2-one